COC=1C=C(C=O)C(=CN1)OCC=1N=C2N(C=C(C=C2)C(F)(F)F)C1 2-methoxy-5-((6-(trifluoromethyl)imidazo[1,2-a]pyridin-2-yl)methoxy)isonicotinaldehyde